hydroxyacetylarsenate OCC(=O)O[As]([O-])([O-])=O